FC1([C@H](CN(CC1)[C@H](C(=O)NC=1N=C2N(C1)[C@@H](C[C@@H]2O)C2=CC(=CC(=C2)F)F)C)C2=CNC(C=C2)=O)F (S)-2-((S)-4,4-difluoro-3-(6-oxo-1,6-dihydropyridin-3-yl)piperidin-1-yl)-N-((5S,7S)-5-(3,5-difluorophenyl)-7-hydroxy-6,7-dihydro-5H-pyrrolo[1,2-a]imidazol-2-yl)propanamide